dithio-laurate C(CCCCCCCCCCC)(=S)[S-]